(1s,2s)-2-fluoro-N-(6-(4-(trifluoromethyl)pyridin-3-yl)imidazo[1,2-a]pyridin-2-yl)cyclopropane-1-carboxamide F[C@@H]1[C@@H](C1)C(=O)NC=1N=C2N(C=C(C=C2)C=2C=NC=CC2C(F)(F)F)C1